(R)-3-((1-(3-([1,4'-bipiperidin]-1'-yl)-2-cyano-7-methylquinoxalin-5-yl)ethyl)amino)-6-chloropicolinic acid N1(CCCCC1)C1CCN(CC1)C=1C(=NC2=CC(=CC(=C2N1)[C@@H](C)NC=1C(=NC(=CC1)Cl)C(=O)O)C)C#N